C1(CC1)N1N=CC(=C1)[C@H]1C[C@H](C[C@H](O1)CO)C1=NC2=NC(=C(N=C2C(=N1)C1=C(C=C(C=C1)F)F)C)C [(2S,4R,6R)-6-(1-cyclopropylpyrazol-4-yl)-4-[4-(2,4-difluorophenyl)-6,7-dimethyl-pteridin-2-yl]tetrahydropyran-2-yl]methanol